FC1(CCC(CC1)C1=C(C=C(C=N1)C(=O)OC)F)F methyl 6-(4,4-difluorocyclohexyl)-5-fluoropyridine-3-carboxylate